yttrium-barium Copper oxide [Cu]=O.[Ba].[Y]